COCCOCCO diethyleneglycol monomethyl ether